1-(4-(2-aminoethoxy)-benzyl)-3-(4-(2-(4-bromo-phenyl)propan-2-yl)thiazol-2-yl)urea NCCOC1=CC=C(CNC(=O)NC=2SC=C(N2)C(C)(C)C2=CC=C(C=C2)Br)C=C1